COC=1C=C(C=CC1)SC1=CC(=CC=C1)OC 3-methoxyphenylthioether